ethyl 1-[(4-fluorophenyl) methyl]-4-hydroxy-2-oxo-1,8-naphthyridine-3-carboxylate FC1=CC=C(C=C1)CN1C(C(=C(C2=CC=CN=C12)O)C(=O)OCC)=O